NC=1C(N(C=CN1)CC=1C(=CC2=C(NC(O[C@@]2(C(C)(F)F)C#CC2CC2)=O)C1)Cl)=O (S)-7-((3-amino-2-oxopyrazin-1(2H)-yl)methyl)-6-chloro-4-(cyclopropylethynyl)-4-(1,1-difluoroethyl)-1,4-dihydro-2H-benzo[d][1,3]oxazin-2-one